C1CCCC2=CC=CC=C12 1,2,3,4-tetrahydro-naphthalene